ClC=1C=C2C=CNC2=C(C1Cl)Cl 5,6,7-trichloroindole